C(=C)C1=CC=NC=C1 L-4-vinylpyridine